(S)-2-amino-4-{4-[bis-(4-fluorophenyl)-methyl]piperazin-1-yl}-1-(1,3-dihydro-isoindol-2-yl)-butane-1,4-dione N[C@H](C(=O)N1CC2=CC=CC=C2C1)CC(=O)N1CCN(CC1)C(C1=CC=C(C=C1)F)C1=CC=C(C=C1)F